C(C)(=O)C1N(CCCC1)C(=O)OC(C)(C)C tert-butyl 2-acetylpiperidine-1-carboxylate